tert-butyl (E)-(2-(((2-butyl-7-methylbenzo[d]oxazol-6-yl)oxy)methyl)-3-fluoroallyl)carbamate C(CCC)C=1OC2=C(N1)C=CC(=C2C)OC\C(\CNC(OC(C)(C)C)=O)=C\F